C(C=1C=CC2=C(N=C(O2)C2=CC=C(C=C2)O)C1)C=1C=CC2=C(N=C(O2)C2=CC=C(C=C2)O)C1 4,4'-(methylenebis(benzo[d]oxazol-5,2-diyl))diphenol